5-(2-carboxyethyl)benzene-1,3-dicarboxylic acid C(=O)(O)CCC=1C=C(C=C(C1)C(=O)O)C(=O)O